C1(CCCC1)N1C(NC2=NC=CC(=C21)OC2=C(C=C(C=C2)C2=NN(C(=C2C(=O)N)CC)C2=CC=CC=C2)F)=O (4-((1-cyclopentyl-2-keto-2,3-dihydro-1H-imidazo[4,5-b]pyridin-7-yl)oxy)-3-fluorophenyl)-5-ethyl-1-phenyl-1H-pyrazole-4-carboxamide